normal tricosane CCCCCCCCCCCCCCCCCCCCCCC